FC=1C=CC2=C(C=C(O2)N2OCC=C2)C1 2-(5-fluorobenzofuran-2-yl)oxazoleN